(S)-2-methyl-1,4-oxazepane C[C@@H]1OCCCNC1